FC1=C(C=C(C=C1)F)C(C(C(=O)OCC)Br)Br Ethyl 3-(2,5-difluorophenyl)-2,3-dibromopropionate